C1(=CCCCC1)CCNC1=C2C(=NC(=N1)C)ON=C2CC N-[2-(cyclohexen-1-yl)ethyl]-3-ethyl-6-methyl-[1,2]oxazolo[5,4-d]pyrimidin-4-amine